[N+](=O)([O-])C1=CC=C(OCC=2SC3=C(N2)C=CC=C3)C=C1 2-((4-nitrophenoxy)methyl)benzo[d]thiazole